[Ca+2].C1(=CC=CC=C1)S(=O)(=O)[O-].C1(=CC=CC=C1)S(=O)(=O)[O-] benzenesulfonic acid, calcium salt